[(S)-7-Fluoro-8-((R)-3-methylmorpholin-4-yl)-6-oxo-2-trifluoromethyl-3,4-dihydro-2H,6H-pyrimido[1,2-a]pyrimidin-1-yl]acetic acid methyl ester COC(CN1C=2N(CC[C@H]1C(F)(F)F)C(C(=C(N2)N2[C@@H](COCC2)C)F)=O)=O